C(C)(=O)N1N=C(CC1C=1C=C2C=CN(C2=CC1)CC)C=1C(NC2=CC=C(C=C2C1C1=CC=CC=C1)Cl)=O 3-[2-acetyl-3-(1-ethylindol-5-yl)-3,4-dihydropyrazol-5-yl]-6-chloro-4-phenyl-1H-quinolin-2-one